1-((4-fluorophenyl)sulfonamido)heptane-4-sulfonyl fluoride FC1=CC=C(C=C1)S(=O)(=O)NCCCC(CCC)S(=O)(=O)F